CN1N=CC=2C1=NC=NC2SCC(=O)C2=CC=C(S2)C2CN(CC2)C(=O)OC(C)(C)C tert-butyl 3-(5-(2-((1-methyl-1H-pyrazolo[3,4-d]pyrimidin-4-yl) thio) acetyl) thiophen-2-yl)pyrrolidine-1-carboxylate